CN(C1C(=C(C(C2(C(=C3C(C4=C(C=CC=C4C(C3C(C12)O)C)O)=O)O)O)=O)C(=O)N)O)C 1-dimethylamino-2,4a,5,7,12-pentahydroxy-11-methyl-4,6-dioxo-1,4a,11,11a,12,12a-hexahydrotetracene-3-carboxamide